2-[2-[[3-[6-[8-(1,3-benzothiazol-2-ylcarbamoyl)-3,4-dihydro-1H-isoquinolin-2-yl]-2-tert-butoxycarbonyl-3-pyridyl]-2-methyl-phenoxy]methyl]-7-azaspiro[3.5]nonan-7-yl]acetic acid S1C(=NC2=C1C=CC=C2)NC(=O)C=2C=CC=C1CCN(CC21)C2=CC=C(C(=N2)C(=O)OC(C)(C)C)C=2C(=C(OCC1CC3(C1)CCN(CC3)CC(=O)O)C=CC2)C